[C@H]1([C@@H](O)[C@@H](O)[C@H](O)[C@H](O1)CO)O[C@H]1[C@@H]([C@@H]([C@H](O[C@@H]1CO)O[C@@H]1[C@@](O)(O[C@@H]([C@H]([C@@H]1O)O)CO)OCCN)O)O α-D-mannopyranosyl-(1→4)-α-D-mannopyranosyl-(1→2)-2-aminoethoxy-α-D-mannopyranose